2-Fluoro-1-methyl-4-(naphthalen-2-yl)pyridin-1-ium iodide [I-].FC1=[N+](C=CC(=C1)C1=CC2=CC=CC=C2C=C1)C